CCCCCCCC/C=C\CCCCCCCC(=O)OC[C@H](COP(=O)([O-])OCC[N+](C)(C)C)OC(=O)CCCCCCCCCCC/C=C\C/C=C\CCCCC 1-(9Z-octadecenoyl)-2-(13Z,16Z-docosadienoyl)-glycero-3-phosphocholine